CC(CCO)(C)O 3-methyl-butane-1,3-diol